6-(1,1-Difluoroethyl)-3-ethylsulfonyl-imidazo[1,2-a]Pyridine-2-carboxylic acid FC(C)(F)C=1C=CC=2N(C1)C(=C(N2)C(=O)O)S(=O)(=O)CC